C(C)C=1C(=C(C2=C(SC(=C2Br)C(F)(F)P(O)(O)=O)C1)CC)C(=O)Cl.C1(CC1)CN1C(=CC2=CC=CC(=C12)N(C)C)CO (1-(cyclopropylmethyl)-7-(dimethylamino)-1H-indol-2-yl)methanol diethyl-((3-bromo-5-(chlorocarbonyl)benzo[b]thiophen-2-yl)difluoromethyl)phosphonate